N-(β-aminoethyl)-γ-aminopropyltrimethyl-(ethoxy)silane NCCNCCCC[Si](OCC)(C)C